carboxyethyl-3-methyl-imidazole bistrifluoromethyl-sulfimide salt FC(F)(F)S(=N)C(F)(F)F.C(=O)(O)CCC1=NC=CN1C